4-ethynyl-2-methyl-3,5,6-trifluorobenzyl (1R)-cis-3-[(Z)-(2-methoxycarbonyl-1-ethenyl)]-2,2-dimethylcyclopropanecarboxylate COC(=O)\C=C/[C@@H]1C([C@@H]1C(=O)OCC1=C(C(=C(C(=C1F)F)C#C)F)C)(C)C